C1(=CC=C(C=C1)CNC1=C2N=CN(C2=NC(=N1)N[C@@H]1CNCC1)C(C)C)C1=CC=CC=C1 (S)-3-((6-(([1,1'-biphenyl]-4-ylmethyl)amino)-9-isopropyl-9H-purin-2-yl)amino)pyrrolidine